2-(2-dimethylamino-4-pyridyl)-6-methoxy-4-phenoxy-5-trifluoromethylpyrimidine CN(C1=NC=CC(=C1)C1=NC(=C(C(=N1)OC1=CC=CC=C1)C(F)(F)F)OC)C